((S)-1-(4-fluorophenyl)-3,4-dihydroisoquinolin-2(1H)-yl)((2R,5R)-5-((2-hydroxyethyl)amino)tetrahydro-2H-pyran-2-yl)methanone FC1=CC=C(C=C1)[C@@H]1N(CCC2=CC=CC=C12)C(=O)[C@@H]1OC[C@@H](CC1)NCCO